N-(2-(5-(Isobutylthio)-1H-indol-3-yl)ethyl)acetamide C(C(C)C)SC=1C=C2C(=CNC2=CC1)CCNC(C)=O